2-methyl-1-((2-methylundec-1-en-1-yl)oxy)undec-1-ene CC(=COC=C(CCCCCCCCC)C)CCCCCCCCC